C1(CC1)[C@H](C)NC1=NN2C(C=N1)=C(C=C2)C=2C=C1C(=NC=NC1=CC2)OC (S)-N-(1-cyclopropylethyl)-5-(4-methoxyquinazolin-6-yl)pyrrolo[2,1-f][1,2,4]triazin-2-amine